OC(=O)C(F)(F)F.[C@H]12CNC[C@@H]2C1C(=O)N1C(CC2C=CC=CC12)(C)C (1R,5S,6r)-3-azabicyclo[3.1.0]hex-6-yl(2,2-dimethyl-2,3,3a,7a-tetrahydro-1H-indol-1-yl)methanone TFA Salt